1-[5-chloro-4-[[1-methyl-3-[2-(methylamino)-2-oxo-ethoxy]-2-oxo-6-quinolyl]amino]pyrimidin-2-yl]piperidine-4-carboxylic acid ClC=1C(=NC(=NC1)N1CCC(CC1)C(=O)O)NC=1C=C2C=C(C(N(C2=CC1)C)=O)OCC(=O)NC